Phthalic acid methacrylate C(C(=C)C)(=O)O.C(C=1C(C(=O)O)=CC=CC1)(=O)O